OC1=C(C=O)C=CC=C1NC 2-HYDROXY-3-(METHYLAMINO)BENZALDEHYDE